4-(3-bromophenyl)piperidine-2,6-dione BrC=1C=C(C=CC1)C1CC(NC(C1)=O)=O